[Ni]=S nickelous sulfide